[2-(methacryloyloxy)ethyl]sulfate C(C(=C)C)(=O)OCCOS(=O)(=O)[O-]